ClC1=C(C=CC=C1OC)C1=CC2=C(N=C(N=C2)SC)C(=N1)NCCN1CCN(CC1)C 6-(2-chloro-3-methoxyphenyl)-N-(2-(4-methylpiperazin-1-yl)ethyl)-2-(methylthio)pyrido[3,4-d]pyrimidine-8-amine